ClCOC(=O)N1CCC(CC1)N1CCCCC1 [1,4']bipiperidinyl-1'-carboxylic acid chloromethyl ester